((3aS,4R,6S,6aS)-6-(4-aminopyrrolo[2,1-f][1,2,4]triazin-7-yl)-4-cyano-2,2-dimethyltetrahydrofuro[3,4-d][1,3]dioxol-4-yl)methyl (1-methylcyclopropyl) carbonate C(OC[C@]1(O[C@H]([C@@H]2OC(O[C@@H]21)(C)C)C2=CC=C1C(=NC=NN12)N)C#N)(OC1(CC1)C)=O